C(OC1CC(C1)C1=C(C=CC=C1)OC)(OC1=CC=C(C=C1)[N+](=O)[O-])=O 3-(2-methoxyphenyl)cyclobutyl (4-nitrophenyl) carbonate